tert-Butyl 3-(2-(2,6-dioxopiperidin-3-yl)-1-oxoisoindolin-5-yl)-2,5-dihydro-1H-pyrrole-1-carboxylate O=C1NC(CCC1N1C(C2=CC=C(C=C2C1)C=1CN(CC1)C(=O)OC(C)(C)C)=O)=O